acetate cobalt(III) [Co+3].C(C)(=O)[O-].C(C)(=O)[O-].C(C)(=O)[O-]